formyl-tetrahydrofolate C(=O)OC(CC[C@@H](C(=O)O)NC(=O)C1=CC=C(NCC2CNC=3N=C(N)NC(=O)C3N2)C=C1)=O